BrC=1C=CC(=C(C1)SC(F)(F)F)F (5-bromo-2-fluorophenyl)(trifluoromethyl)sulfane